5-(bicyclo[2.2.2]oct-1-ylmethoxy)-2-chloropyridin-3-ol C12(CCC(CC1)CC2)COC=2C=C(C(=NC2)Cl)O